ethyl (E)-3-(3-(4-methylbenzyl)phenyl)acrylate CC1=CC=C(CC=2C=C(C=CC2)/C=C/C(=O)OCC)C=C1